C[C@@]12CCC[C@H]1[C@@H]1CCC=3C=CC=CC3[C@H]1CC2 ESTRA-1,3,5(10)-TRIEN